diammonium bromid [Br-].[NH4+].[NH4+].[Br-]